(R and S)-3-methyl-2-(7-(1-methylpiperidin-3-yl)-7H-imidazo[4,5-c]pyridazin-3-yl)-5-(trifluoromethyl)phenol CC=1C(=C(C=C(C1)C(F)(F)F)O)C1=CC2=C(N=N1)N(C=N2)[C@H]2CN(CCC2)C |r|